4-((6-ethynyl-1H-indol-3-yl)methyl)morpholine C(#C)C1=CC=C2C(=CNC2=C1)CN1CCOCC1